C(C1=CC=CC=C1)C=1C(=NN(C1)C1=C(C=CC(=C1)F)F)[C@@H](C(C)(C)C)N(CC[C@@H](C(=O)O)NC(=O)OC(C)(C)C)C(CO)=O (2S)-4-[{(1R)-1-[4-Benzyl-1-(2,5-difluorophenyl)-1H-pyrazol-3-yl]-2,2-dimethylpropyl}(glycoloyl)amino]-2-[(tert-butoxycarbonyl)amino]butanoic acid